[Si].C1(=CC=CC=C1)C#C phenylacetylene silicon